ClCC=1C=NC=CC1 3-(chloromethyl)pyridine